FC(CC1CC2=C(NN=C2C(=O)OCC)CO1)(F)F ethyl 5-(2,2,2-trifluoroethyl)-1,4,5,7-tetrahydropyrano[3,4-c]pyrazole-3-carboxylate